C(C)(C)(C)OC(=O)N1CCC(C2=CC=CC(=C12)OC)N 4-amino-8-methoxy-3,4-dihydro-2H-quinoline-1-carboxylic acid tert-butyl ester